magnesium bromid [Br-].[Mg+2].[Br-]